N-α-chloroacetyl-aspartic acid ClCC(=O)N[C@@H](CC(=O)O)C(=O)O